1,2,3-Tri(aminomethyl)benzene ethyl-4-(trifluoromethyl)-1H-imidazole-5-carboxylate C(C)OC(=O)C1=C(N=CN1)C(F)(F)F.NCC1=C(C(=CC=C1)CN)CN